1-(3-chlorophenethyl)-3-((4-(methylsulfonyl)phenoxy)methyl)piperidin-3-ol methyl-bicyclo[4.1.0]heptane-7-carboxylate CC12CCCCC2C1C(=O)OC1(CN(CCC1)CCC1=CC(=CC=C1)Cl)COC1=CC=C(C=C1)S(=O)(=O)C